C(C)OC(=O)C1=C(N=NN1CC1=CC=C(C=C1)OC)C(=O)O 5-(ethoxycarbonyl)-1-(4-methoxybenzyl)-1H-1,2,3-triazole-4-carboxylic acid